C12(CC3CC(CC(C1)C3)C2)NCC=2N=C(SC2)C(=O)NC2=CC=C(C=C2)NC2C(NC(CC2)=O)=O 4-(((adamantan-1-yl)amino)methyl)-N-(4-((2,6-dioxopiperidin-3-yl)amino)phenyl)thiazole-2-carboxamide